2-((1R,5s,6s)-3-(tert-butoxycarbonyl)-3-azabicyclo[3.1.0]hex-6-yl)acetic acid C(C)(C)(C)OC(=O)N1C[C@@H]2C([C@@H]2C1)CC(=O)O